ClN1CCC2=CC=CC=C12 chlorioindoline